C(CCCCCCCC)C=1C=CC=C2C(NC(C12)=O)=O 7-nonylisoindoline-1,3-dione